ClC=1C(=CC(=C(C1)C=1NC=2C=CN=C(C2C(C1)=O)C(=O)N)C)[C@@](C(F)(F)F)(CO)C |o1:22| rel-(R)-2-(5-chloro-2-methyl-4-(1,1,1-trifluoro-3-hydroxy-2-methylpropan-2-yl)phenyl)-4-oxo-1,4-dihydro-1,6-naphthyridine-5-carboxamide